C(C=1C(C(=O)OCCCCCCCCCCC)=CC=CC1)(=O)OCCCCCCCCC nonyl undecyl phthalate